(1R,3aS,6aR)-N-((S)-1-cyano-2-((R)-2-oxopyrrolidin-3-yl)ethyl)-4,4-difluoro-2-(9-hydroxy-9H-fluorene-9-carbonyl)octahydrocyclopenta[c]pyrrole-1-carboxamide C(#N)[C@H](C[C@@H]1C(NCC1)=O)NC(=O)[C@@H]1N(C[C@@H]2[C@H]1CCC2(F)F)C(=O)C2(C1=CC=CC=C1C=1C=CC=CC21)O